(R)-2-(3-((tert-butyloxycarbonyl)amino)butoxy)ethyl acetate C(C)(=O)OCCOCC[C@@H](C)NC(=O)OC(C)(C)C